2,4,6-tripropyl-1,3,5,2,4,6-trioxatribismane C(CC)[Bi]1O[Bi](O[Bi](O1)CCC)CCC